C(C1=CC=CC=C1)N([C@H]1CN(CC1)C(=O)OCCCC)CC1=CC=CC=C1 butyl (3R)-3-(dibenzylamino)pyrrolidine-1-carboxylate